FC1=C(C=CC(=C1)OC=1C=NC=CC1)B(O)O 2-FLUORO-4-(PYRIDIN-3-YLOXY)PHENYLBORONIC ACID